C(C)(C)(C)OC(=O)N[C@H](C(=O)O)CCCCN(C)C (2S)-2-(tert-butoxycarbonylamino)-6-(dimethylamino)hexanoic acid